2-((4-(6-((4-Cyano-2,5-difluorobenzyl)oxy)pyridin-2-yl)piperidin-1-yl)methyl)-4-methoxy-1-methyl-1H-benzo[d]imidazole-6-carboxylic acid C(#N)C1=CC(=C(COC2=CC=CC(=N2)C2CCN(CC2)CC2=NC3=C(N2C)C=C(C=C3OC)C(=O)O)C=C1F)F